2-((1s,4r,5r)-5-((5-cyclopropyl-3-(2,6-dichlorophenyl)isoxazol-4-yl)methoxy)-3-oxo-2-azabicyclo[2.2.1]heptan-2-yl)-4-(7-oxaspiro[3.5]nonan-2-yl)benzo[d]thiazole-6-carboxylic acid C1(CC1)C1=C(C(=NO1)C1=C(C=CC=C1Cl)Cl)CO[C@H]1[C@@H]2C(N([C@H](C1)C2)C=2SC1=C(N2)C(=CC(=C1)C(=O)O)C1CC2(C1)CCOCC2)=O